tert-butyl-4-(2-(((8-isopropyl-2-(methylthio)pyrazolo[1,5-a][1,3,5]triazin-4-yl)amino)methyl)phenyl)piperazine-1-carboxylate C(C)(C)(C)OC(=O)N1CCN(CC1)C1=C(C=CC=C1)CNC1=NC(=NC=2N1N=CC2C(C)C)SC